CC1=C(C=NC=2OCCNC21)NC2=C(C(NC=C2)=O)C(=O)NC2=CC=C(C=C2)N2CC(N(CC2)C)=O 4-((8-methyl-2,3-dihydro-1H-pyrido[2,3-b][1,4]oxazin-7-yl)amino)-N-(4-(4-methyl-3-oxopiperazin-1-yl)phenyl)-2-oxo-1,2-dihydropyridine-3-carboxamide